(Z)-13-((dodecylthio)methyl)-3-(2-hydroxyethyl)-11,11-dimethyl-10,12,14-trioxa-3-aza-11-siladotriacont-23-en-1-ol C(CCCCCCCCCCC)SCC(O[Si](OCCCCCCN(CCO)CCO)(C)C)OCCCCCCCC\C=C/CCCCCCCC